NCC(COCC(CO)(CC)CN)(C)C 2-((3-amino-2,2-dimethylpropoxy)methyl)-2-(aminomethyl)butan-1-ol